3-(piperidin-4-yl)-1,2-dihydro-quinolin-2-one hydrochloride Cl.N1CCC(CC1)C=1C(NC2=CC=CC=C2C1)=O